N-(2-hydroxy-5-(1-oxo-6-(4-(2-oxooxazolidin-3-yl)phenyl)-3,4-dihydroisoquinolin-2(1H)-yl)phenyl)methanesulfonamide OC1=C(C=C(C=C1)N1C(C2=CC=C(C=C2CC1)C1=CC=C(C=C1)N1C(OCC1)=O)=O)NS(=O)(=O)C